3-methacrylamidopropyl-diaminopropane sodium [Na].C(C(=C)C)(=O)NCCCCC(C)(N)N